NC1=C(C=C(C=C1)C(=C1C=C(C(C=C1)=[NH2+])C)C1=CC(=C(C=C1)N)C)C [4-[bis(4-amino-3-methylphenyl)methylidene]-2-methylcyclohexa-2,5-dien-1-ylidene]azanium